Methyl (R)-1-(4-(3-((6-(3-(2-ethoxyphenoxy)piperidin-1-yl)pyrazin-2-yl)amino)-3-oxopropyl)phenyl)cyclopropane-1-carboxylate C(C)OC1=C(O[C@H]2CN(CCC2)C2=CN=CC(=N2)NC(CCC2=CC=C(C=C2)C2(CC2)C(=O)OC)=O)C=CC=C1